BrC=1CCCC2=C(C1C1=CC=C(C=C1)O[C@@H]1CNCC1)C=CC(=C2)C(=O)OC Methyl (S)-8-bromo-9-(4-(pyrrolidin-3-yloxy)phenyl)-6,7-dihydro-5H-benzo[7]annulene-3-carboxylate